COC1=CC2=C(C=C1)C=1N=NC(=CC1C(O2)(C)C)N2N=C(N=C2N)NC2=CC(=C(C=C2)N2CCC(CC2)N2CCN(CC2)C)F 1-(8-methoxy-5,5-dimethyl-5H-benzopyrano[4,3-c]Pyridazin-3-yl)-N3-(3-fluoro-4-(4-(4-methylpiperazin-1-yl)piperidin-1-yl)phenyl)-1H-1,2,4-triazole-3,5-diamine